COC(=O)C12C(C(=NO1)C1=C(C=C(C(=C1)N1C(N(C(=CC1=O)C(F)(F)F)C)=O)F)Cl)CCC2C Methyl-3-{2-chloro-4-fluoro-5-[3-methyl-2,6-dioxo-4-(trifluoromethyl)-3,6-dihydropyrimidin-1(2H)-yl]phenyl}-6-methyl-3a,4,5,6-tetrahydro-6aH-cyclopenta[d][1,2]oxazol-6a-carboxylate